C1(CCCC1)OC1=NC=CC=C1C=1C=C2C=CC(=CC2=CC1)OCC(=O)O [6-(2-cyclopentyloxy-pyridin-3-yl)-naphthalen-2-yloxy]Acetic acid